Cl.N[C@H](C(=O)NC=1C=NC(=CC1)N1C(C2=CC=C(C=C2C=N1)C1=C(C(=CC=C1)OC)C)=O)C(C)C (S)-2-Amino-N-(6-(6-(3-methoxy-2-methylphenyl)-1-oxophthalazin-2(1H)-yl)pyridin-3-yl)-3-methylbutanamide hydrochloride